tert-butyl N-[(1S)-1-[methoxy(methyl)carbamoyl]ethyl]carbamate CON(C(=O)[C@H](C)NC(OC(C)(C)C)=O)C